2-(3-fluoro-5-isopropyl-2-methoxyphenyl)-2-((R)-3-((5-(5,6,7,8-tetrahydro-1,8-naphthyridin-2-yl)pentyl)amino)pyrrolidin-1-yl)acetic acid FC=1C(=C(C=C(C1)C(C)C)C(C(=O)O)N1C[C@@H](CC1)NCCCCCC1=NC=2NCCCC2C=C1)OC